C(C)OC(=O)C1=C(NC(=N[C@H]1C1=C(C(=CC=C1)F)C)C=1SC=CN1)CN1CC([C@@H]2N(CC[C@@H]21)CC(=O)O)(F)F 2-((cis)-4-(((S)-5-(ethoxycarbonyl)-6-(3-fluoro-2-methylphenyl)-2-(thiazol-2-yl)-3,6-dihydropyrimidin-4-yl)methyl)-6,6-difluorohexahydropyrrolo[3,2-b]pyrrol-1(2H)-yl)acetic acid